N-(3-(difluoromethyl)phenyl)-7-isopropoxy-2-(1-methyl-2-oxabicyclo[2.2.1]heptan-4-yl)imidazo[1,2-a]pyridine-6-carboxamide FC(C=1C=C(C=CC1)NC(=O)C=1C(=CC=2N(C1)C=C(N2)C21COC(CC2)(C1)C)OC(C)C)F